FC1=C(C(=CC=2CC[C@H](CC12)NCCC(C)C)O)N1CC(NS1(=O)=O)=O 5-{(7R)-1-fluoro-3-hydroxy-7-[(3-methylbutyl)amino]-5,6,7,8-tetrahydronaphthalen-2-yl}-1λ6,2,5-thiadiazolidine-1,1,3-trione